OC1(CC(C1)NC=1N=NC(=C2C1C=NC=C2)C2=C(C=C(C=C2)C(F)(F)F)O)CO 2-[4-[[3-hydroxy-3-(hydroxymethyl)cyclobutyl]amino]pyrido[3,4-d]pyridazin-1-yl]-5-(trifluoromethyl)phenol